C(C#C)N[N+]1=CN([C@H]2C[C@H](O)[C@@H](CO)O2)C=2N=C(NC(C12)=O)N 7-propargylamino-2'-deoxyguanosine